3-[(2S,4R)-4-({[1-(2,2-difluoro-1,3-benzodioxol-5-yl)cyclopropyl]carbonyl}amino)tetrahydro-2H-pyran-2-yl]benzoic acid FC1(OC2=C(O1)C=CC(=C2)C2(CC2)C(=O)N[C@H]2C[C@H](OCC2)C=2C=C(C(=O)O)C=CC2)F